C(C)(C)(C)N1S(C(=C(C1=O)NCC=1C(=NOC1C)C1=CC=CC=C1)C1=CC=CC=C1)(=O)=O 2-tert-butyl-4-{[(5-methyl-3-phenylisoxazol-4-yl)methyl]amino}-5-phenylisothiazol-3(2H)-one 1,1-dioxide